CC1([C@@H](NC(C1)=O)COC1=NC=CC2=CC(=C(C=C12)OC(C)C)C(=O)N)C 1-{[(2R)-3,3-dimethyl-5-oxopyrrolidin-2-yl]methoxy}-7-(prop-2-yloxy)isoquinoline-6-carboxamide